(4-(dimethylamino)phenyl)(8-(p-tolyl)-1,3,4,5-tetrahydro-2H-pyrido[4,3-b]indol-2-yl)methanone CN(C1=CC=C(C=C1)C(=O)N1CC2=C(NC=3C=CC(=CC23)C2=CC=C(C=C2)C)CC1)C